N-[2-(3-aminoazetidin-1-yl)-2-oxo-ethyl]-2-chloro-4-[[3-[1-(cyanomethyl)-3-(trifluoromethyl)pyrazol-4-yl]imidazo[1,2-a]pyrazin-8-yl]amino]benzamide NC1CN(C1)C(CNC(C1=C(C=C(C=C1)NC=1C=2N(C=CN1)C(=CN2)C=2C(=NN(C2)CC#N)C(F)(F)F)Cl)=O)=O